rhamnopyranosyl-β-D-glucopyranose C1([C@H](O)[C@H](O)[C@@H](O)[C@@H](O1)C)[C@]1(O)[C@H](O)[C@@H](O)[C@H](O)[C@H](O1)CO